FC(C1=NC2=CC=CC=C2C(=C1)N1CCN(CC1)C(=O)[C@@H]1CN(CC1)C(=O)OC(C)(C)C)(F)F tertbutyl (S)-3-(4-(2-(trifluoromethyl)quinolin-4-yl)piperazine-1-carbonyl)pyrrolidine-1-carboxylate